Methyl 5-chloro-2-[[(1R)-1-(2-ethylsulfanyl-6-methyl-4-oxo-chromen-8-yl)ethyl]amino]benzoate ClC=1C=CC(=C(C(=O)OC)C1)N[C@H](C)C=1C=C(C=C2C(C=C(OC12)SCC)=O)C